N-[1-[3-[6,6-difluoro-4-[(4-methoxyphenyl)methyl]-5-oxo-1,3,4-oxadiazin-2-yl]pyrazin-2-yl]ethyl]-3,5-bis(trifluoromethyl)benzamide FC1(C(N(N=C(O1)C=1C(=NC=CN1)C(C)NC(C1=CC(=CC(=C1)C(F)(F)F)C(F)(F)F)=O)CC1=CC=C(C=C1)OC)=O)F